Trans-2-(4-aminocyclohexyl)acetonitrile hydrochloride Cl.N[C@@H]1CC[C@H](CC1)CC#N